N-(5-chloro-8-methyl-1-isoquinolyl)-4-(5-methyl-1,3,4-thiadiazol-2-yl)-N-[(3R)-3-piperidyl]benzamide ClC1=C2C=CN=C(C2=C(C=C1)C)N(C(C1=CC=C(C=C1)C=1SC(=NN1)C)=O)[C@H]1CNCCC1